1,1,1,3,3,3-hexafluoropropan-2-yl (+)-1-((2-methylpyrimidin-5-yl)carbamoyl)-6-azaspiro[2.5]octane-6-carboxylate CC1=NC=C(C=N1)NC(=O)C1CC12CCN(CC2)C(=O)OC(C(F)(F)F)C(F)(F)F